dibutyl 4-trifluoromethylphenyl phosphate P(=O)(OCCCC)(OCCCC)OC1=CC=C(C=C1)C(F)(F)F